BrCC=1C(=NC=CC1COC(C)=O)N=C(C1=CC=CC=C1)C1=CC=CC=C1 acetic acid-[3-(bromomethyl)-2-[(diphenylmethylene)amino]pyridin-4-yl]methyl ester